1-(2-(7-(4-fluoro-2-(2-methoxyethoxy)phenyl)-4-(1-isopropylpiperidin-4-yl)thieno[3,2-c]pyridin-6-yl)-6,7-dihydrothiazolo[5,4-c]pyridin-5(4H)-yl)prop-2-en-1-one FC1=CC(=C(C=C1)C=1C2=C(C(=NC1C=1SC=3CN(CCC3N1)C(C=C)=O)C1CCN(CC1)C(C)C)C=CS2)OCCOC